5-chloro-2,3-difluoro-benzonitrile ClC=1C=C(C(=C(C#N)C1)F)F